ON(C(CN(O)O)CC)O N,N,N',N'-Tetrahydroxyethyl-ethylenediamine